N[C@@H](CC(=O)OCC)C1=CC(=CC=C1)C=1C(=NOC1C)C ethyl (S)-3-amino-3-(3-(3,5-dimethylisoxazol-4-yl)phenyl)propanoate